CC1(OC1(CSC1=CC=C(C=C1)C)C1=CC=CC=C1)C 2,2-dimethyl-3-phenyl-3-((p-methylphenylsulfanyl)methyl)oxirane